7-(3-hydroxyprop-1-yn-1-yl)-1,3-dimethyl-5-(1-methyl-7-(1-methyl-1H-pyrazol-4-yl)-2,3-dihydropyrido[3,4-b]pyrazin-4(1H)-yl)quinolin-2(1H)-one OCC#CC1=CC(=C2C=C(C(N(C2=C1)C)=O)C)N1C2=C(N(CC1)C)C=C(N=C2)C=2C=NN(C2)C